rac-benzyl (3R,4R)-4-fluoro-3-hydroxypiperidine-1-carboxylate F[C@H]1[C@@H](CN(CC1)C(=O)OCC1=CC=CC=C1)O |r|